C(CCCCCCCCCCC)#N n-dodecanenitrile